N-(3-((R)-N-((R)-2-((tert-butyldimethylsilyl)oxy)propanoyl)-S-methylsulfonimidoyl)phenyl)-2-((6-fluoro-2-methylpyridin-3-yl)oxy)-4-methyl-5-(trifluoromethyl)nicotinamide [Si](C)(C)(C(C)(C)C)O[C@@H](C(=O)N=[S@@](=O)(C)C=1C=C(C=CC1)NC(C1=C(N=CC(=C1C)C(F)(F)F)OC=1C(=NC(=CC1)F)C)=O)C